3-[[4-(trifluoromethoxy)phenoxy]methyl]-1,2-benzothiazole-6-carbaldehyde FC(OC1=CC=C(OCC2=NSC3=C2C=CC(=C3)C=O)C=C1)(F)F